3-{6-[1-(5-Methoxypyridin-2-yl)ethoxy]-[1,3]oxazolo[5,4-b]pyridin-2-yl}pyridine COC=1C=CC(=NC1)C(C)OC=1C=C2C(=NC1)OC(=N2)C=2C=NC=CC2